(R)-5-{4-[4-(3,5-dicyclopropylpyridin-2-yl)piperazine-1-carbonyl]phenyl}-5-methylimidazolidine-2,4-dione C1(CC1)C=1C(=NC=C(C1)C1CC1)N1CCN(CC1)C(=O)C1=CC=C(C=C1)[C@@]1(C(NC(N1)=O)=O)C